5-(4-((8-bromo-2-methyl-3-oxo-3,4-dihydroquinoxalin-6-yl)methyl)piperazin-1-yl)pyridinecarbonitrile BrC=1C=C(C=C2NC(C(=NC12)C)=O)CN1CCN(CC1)C=1C=CC(=NC1)C#N